FC=1C=CC(=NC1)[C@@H](C1(CCCC1)C)NC1=C(C(C1=O)=O)NC1=C(C(=NC=C1)C(=O)N(CC(F)(F)F)C)O (R)-4-((2-(((5-fluoropyridin-2-yl)(1-methylcyclopentyl)methyl)amino)-3,4-dioxocyclobut-1-en-1-yl)amino)-3-hydroxy-N-methyl-N-(2,2,2-trifluoroethyl)picolinamide